ClC1=C(C=CC=C1Cl)SC=1N=CC(=NC1C)N1CCC(CC1)(C=1C=NC=CC1)CN (1-(5-((2,3-dichlorophenyl)thio)-6-methylpyrazin-2-yl)-4-(pyridin-3-yl)piperidin-4-yl)methylamine